ethyl 1-(cyanomethyl)-3,5-dimethyl-1H-pyrazole-4-carboxylate C(#N)CN1N=C(C(=C1C)C(=O)OCC)C